COC1CN(C1)C(=O)O[C@@H]1CC[C@H](CC1)C(N(C[C@@H]1CC[C@H](CC1)C1=CC(=C(C=C1)OC)C)C1=CC(=CC=C1)C=1C=NN(C1)C1CC1)=O trans-4-((3-(1-Cyclopropyl-1H-pyrazol-4-yl)phenyl)((trans-4-(4-methoxy-3-methylphenyl)cyclohexyl)methyl)carbamoyl)-cyclohexyl 3-methoxyazetidine-1-carboxylate